(3S)-4-(dimethylamino)-3-(9H-fluorene-9-ylmethoxycarbonylamino)-4-oxobutanoate CN(C([C@H](CC(=O)[O-])NC(=O)OCC1C2=CC=CC=C2C=2C=CC=CC12)=O)C